(S or R)-1-((3-(2-(5-fluoro-thiophen-2-yl)ethyl)-1-(2-(6-methylpyridin-3-yl)propan-2-yl)pyrrolidin-3-yl)methyl)-3-isopropylurea citrate C(CC(O)(C(=O)O)CC(=O)O)(=O)O.FC1=CC=C(S1)CC[C@@]1(CN(CC1)C(C)(C)C=1C=NC(=CC1)C)CNC(=O)NC(C)C |o1:21|